ClC1=C(C=CC=C1Cl)[C@H](C)C1=C(C=CC2=C1NC(=NS2(=O)=O)NCC2=C(C(=CC=C2)F)C)F (R)-5-(1-(2,3-dichlorophenyl)ethyl)-6-fluoro-3-((3-fluoro-2-methylbenzyl)amino)-4H-benzo[e][1,2,4]thiadiazine 1,1-dioxide